ClC1=C(C=CC=C1)C1C(NC=2C=C(C=C(C2C1=O)C(=O)OC)F)C1CN(CC1)CCOC methyl 3-(2-chlorophenyl)-7-fluoro-2-[1-(2-methoxyethyl)pyrrolidin-3-yl]-4-oxo-2,3-dihydro-1H-quinoline-5-carboxylate